C(C)O[C@@H]1CC[C@H](CC1)N1N=C(C(=C1)N)C1=NC=CC=N1 1-(trans-4-ethoxycyclohexyl)-3-(pyrimidin-2-yl)-1H-pyrazol-4-amine